(S)-N-(6-methoxy-2-methylpyrazolo[1,5-b]pyridazin-5-yl)-4-(3-methylpiperazin-1-yl)-2,3-dihydro-1H-pyrrolo[2,3-b]pyridine-1-carboxamide hydrochloride Cl.COC=1C(=CC=2N(N1)N=C(C2)C)NC(=O)N2CCC=1C2=NC=CC1N1C[C@@H](NCC1)C